N-(5-((3-(but-1-en-2-yl)phenoxy)methyl)-2-(5-fluoro-2-methoxypyridin-4-yl)benzyl)-N-isopropylpropan-2-amine C=C(CC)C=1C=C(OCC=2C=CC(=C(CN(C(C)C)C(C)C)C2)C2=CC(=NC=C2F)OC)C=CC1